ClC=1C=C(C=C(C1OC1=C2C(=C(N=N1)Cl)C=NC=C2)Cl)N2N=C(C(NC2=O)=O)C#N 2-(3,5-dichloro-4-((4-chloropyrido[3,4-d]pyridazin-1-yl)oxy)phenyl)-3,5-dioxo-2,3,4,5-tetrahydro-1,2,4-triazine-6-carbonitrile